diisooctyl diphthalate C(C=1C(C(=O)[O-])=CC=CC1)(=O)OCCCCCC(C)C.C(C=1C(C(=O)[O-])=CC=CC1)(=O)OCCCCCC(C)C